6-[4-Fluoro-2-(piperidin-4-yl)-1,3-benzothiazol-6-yl]-2-methylimidazo[1,2-b]pyridazin-8-carbonitril-Hydrochlorid Cl.FC1=CC(=CC2=C1N=C(S2)C2CCNCC2)C=2C=C(C=1N(N2)C=C(N1)C)C#N